ethyl 3-[(4R)-4-[5-[5-[(6,7-difluoro-4-methylsulfonyl-1H-indol-5-yl)oxy]-2-fluoro-phenyl]-1-methyl-1,2,4-triazol-3-yl]-4-methyl-chroman-8-yl]propanoate FC1=C(C(=C2C=CNC2=C1F)S(=O)(=O)C)OC=1C=CC(=C(C1)C1=NC(=NN1C)[C@@]1(CCOC2=C(C=CC=C12)CCC(=O)OCC)C)F